2-(5-{3-[(8-{[(1,1,1,3,3,3-Hexafluoropropan-2-yl)oxy]carbonyl}-2,8-diazaspiro[4.5]decan-2-yl)methyl]-5-(trifluoromethyl)phenyl}-2,5-diazabicyclo[2.2.1]heptan-2-yl)acetic acid FC(C(C(F)(F)F)OC(=O)N1CCC2(CCN(C2)CC=2C=C(C=C(C2)C(F)(F)F)N2C3CN(C(C2)C3)CC(=O)O)CC1)(F)F